C1(CC1)C1=CN=C2N1N=C(C=C2NC2=CC(=CC=C2)F)O[C@H]2CN(CCC2)C (R)-3-cyclopropyl-N-(3-fluorophenyl)-6-((1-methylpiperidin-3-yl)oxy)imidazo[1,2-b]pyridazin-8-amine